(S)-N-(3-(methylsulfonamido)-1-phenylpropyl)-5-(4-(trifluoromethyl)phenyl)-3,4-dihydroisoquinoline-2(1H)-carboxamide CS(=O)(=O)NCC[C@@H](C1=CC=CC=C1)NC(=O)N1CC2=CC=CC(=C2CC1)C1=CC=C(C=C1)C(F)(F)F